glycerin stearate succinate C(CCC(=O)O)(=O)O.C(CCCCCCCCCCCCCCCCC)(=O)O.OCC(O)CO